ClC1=CC=C(C(=N1)C#N)O[C@H](C)C=1C=C(C=C2C(C(=C(OC12)C1=NC=CC=C1F)C)=O)C 6-Chloro-3-[(1R)-1-[2-(3-fluoro-2-pyridyl)-3,6-dimethyl-4-oxo-chromen-8-yl]ethoxy]pyridine-2-carbonitrile